Cl.NC[C@@]1(C(NC(N1)=O)=O)C1CC1 (R)-5-aminomethyl-5-cyclopropylimidazoline-2,4-dione hydrochloride